C(C)OC(=O)C1=NOC(=C1)C=1C=C2C(=CN(C2=CC1)CC1=C(C=CC=C1)F)C#N 5-(N-o-fluorobenzyl-3-cyanoindol-5-yl)isoxazole-3-carboxylic acid ethyl ester